NC=1C=2N(C3=CC(=C(C=C3N1)F)C(=O)N(C)[C@H](CC1CC1)C1=NC=C(C=C1)C(F)(F)F)C=NC2 (R)-4-amino-N-(2-cyclopropyl-1-(5-(trifluoromethyl)pyridin-2-yl)ethyl)-7-fluoro-N-methylimidazo[1,5-a]quinoxaline-8-carboxamide